3,4,5-trioctadecyl-oxy-benzoic acid methyl ester COC(C1=CC(=C(C(=C1)OCCCCCCCCCCCCCCCCCC)OCCCCCCCCCCCCCCCCCC)OCCCCCCCCCCCCCCCCCC)=O